7-((3-((2-bromo-6-methylphenyl)amino)-1-methyl-1H-pyrazolo[3,4-d]pyrimidin-6-yl)amino)-3,4-dihydroisoquinolin BrC1=C(C(=CC=C1)C)NC1=NN(C2=NC(=NC=C21)NC2=CC=C1CCN=CC1=C2)C